NC1=NC=NN2C1=C(C=C2C=2C=C(C(=NC2)OC)C(=O)N[C@@H]2CN(C[C@@H]2F)C(=O)OCC2CC2)CN2CCC(CC2)(F)F cyclopropylmethyl (3R,4S)-3-(5-{4-amino-5-[(4,4-difluoropiperidin-1-yl)methyl]pyrrolo[2,1-f][1,2,4]triazin-7-yl}-2-methoxypyridine-3-amido)-4-fluoropyrrolidine-1-carboxylate